4-acetamido-N-methylcyclohexane-1-carboxamide C(C)(=O)NC1CCC(CC1)C(=O)NC